OCCC[N+]1=C(N(C(=C1C)C)C)C (3-hydroxypropyl)-1,2,4,5-tetramethyl-1H-imidazol-3-ium